P(=O)([O-])([O-])[O-].OCC[N+](C)(C)C.OCC[N+](C)(C)C.OCC[N+](C)(C)C tricholine phosphate